butane-1-sulfonic acid C(CCC)S(=O)(=O)O